COC(C(CO)(C)C)=O methyl-3-hydroxy-2,2-dimethylpropanoate